6-(3-aminobenzyl)-4-methyl-2-(methylsulfinyl)-4,6-dihydro-5H-thieno[2',3':4,5]-pyrrolo[2,3-d]pyridazin-5-one NC=1C=C(CN2N=CC3=C(C2=O)N(C2=C3SC(=C2)S(=O)C)C)C=CC1